OCCN(CC(=O)O)CCO N,N-bis-hydroxyethylglycine